NC1=C(C=C(C=N1)C1=NN2C(=C1)C1(CN(CC1)C(=O)N[C@H](C)C1=NC=CC(=C1)C#N)OCC2)OC(F)(F)F 2-[6-amino-5-(trifluoromethoxy)pyridin-3-yl]-N-[(1R)-1-(4-cyanopyridin-2-yl)ethyl]-6,7-dihydrospiro[pyrazolo[5,1-c][1,4]oxazine-4,3'-pyrrolidine]-1'-carboxamide